FC(CN1N=C(C=2C1=NC(=CN2)N2CC1(CN(C1)C1=NC(=NC(=C1)C)C(F)(F)F)CC2)C)(C)F 1-(2,2-difluoropropyl)-3-methyl-6-(2-(6-methyl-2-(trifluoromethyl)pyrimidin-4-yl)-2,6-diazaspiro[3.4]octan-6-yl)-1H-pyrazolo[3,4-b]pyrazine